2-(4-Isopropyl-3-methoxyphenyl)-6-methylbenzoxazole C(C)(C)C1=C(C=C(C=C1)C=1OC2=C(N1)C=CC(=C2)C)OC